Br.CN1CCN(CC1)C1=CC=C(C(=O)NC2=NNC3=CC(=CC=C23)OCCOCC2=CC=C(C=C2)C(F)(F)F)C=C1 4-(4-methyl-piperazin-1-yl)-N-{6-[2-(4-trifluoromethyl-benzyloxy)-ethoxy]-1H-indazol-3-yl}-benzamide hydrobromide